(R)-3-fluoro-4-(4-(1-(4-(hydroxymethyl)phenyl)ethyl)piperazin-1-yl)benzonitrile FC=1C=C(C#N)C=CC1N1CCN(CC1)[C@H](C)C1=CC=C(C=C1)CO